(6-(1-Hydroxy-2-methyl-2-(pyridin-4-yl)propyl)pyridin-3-yl)carbamic acid tert-butyl ester C(C)(C)(C)OC(NC=1C=NC(=CC1)C(C(C)(C1=CC=NC=C1)C)O)=O